1-(1-((4'-((2-(hydroxymethyl)pyrrolidin-1-yl)methyl)-[1,1'-biphenyl]-4-yl)methyl)-1H-indol-5-yl)-5-methyl-1H-pyrazole-3-carboxamide OCC1N(CCC1)CC1=CC=C(C=C1)C1=CC=C(C=C1)CN1C=CC2=CC(=CC=C12)N1N=C(C=C1C)C(=O)N